CC(CC(=O)C1=C(C(=C(OCC2=CC=C(C=N2)C=2C(=C(C(=O)O)C=CC2)OC)C=C1)C)O)(C)C 3-(6-((4-(3,3-Dimethylbutanoyl)-3-hydroxy-2-methylphenoxy)methyl)pyridin-3-yl)-2-methoxybenzoic acid